FC(C=1C=CC=2N(N1)C(=CN2)C2=CC(=NC=N2)N2C(C(CCC2)NS(=O)(=O)C)C)F N-[1-[6-[6-(difluoromethyl)imidazo[1,2-b]pyridazin-3-yl]pyrimidin-4-yl]-2-methyl-3-piperidyl]methanesulfonamide